6-[4-[3-[(dimethylamino)methyl]-3-fluoro-1-piperidinyl]-5,6-difluoro-8-(methylamino)-9H-pyrido[2,3-b]indol-3-yl]-1-methyl-4-oxo-1,8-naphthyridine-3-carboxylic acid CN(C)CC1(CN(CCC1)C1=C(C=NC=2NC3=C(C=C(C(=C3C21)F)F)NC)C=2C=C1C(C(=CN(C1=NC2)C)C(=O)O)=O)F